F[C@]12[C@@H](CN(C1)C(=O)OC(C)(C)C)CN(C2)C2=CC=C(C=C2)B2OC(C(O2)(C)C)(C)C tert-butyl (3aS,6aR)-3a-fluoro-2-[4-(4,4,5,5-tetramethyl-1,3,2-dioxaborolan-2-yl)phenyl]-3,4,6,6a-tetrahydro-1H-pyrrolo[3,4-c]pyrrole-5-carboxylate